C(C)(C)(C)NS(=O)(=O)C1=CC(=CC=C1)NC1=NC(=NC=C1C)NC1=CC=C(C=C1)N1CCN(CC1)C N-tert-butyl-3-(5-methyl-2-(4-(4-methylpiperazin-1-yl)phenylamino)pyrimidin-4-ylamino)benzenesulfonamide